4-Amino-7-((3R,5S)-1-(tert-butoxycarbonyl)-5-methylpyrrolidin-3-yl)-7H-pyrrolo[2,3-d]pyrimidine-5-carboxylic acid NC=1C2=C(N=CN1)N(C=C2C(=O)O)[C@H]2CN([C@H](C2)C)C(=O)OC(C)(C)C